FC(C(=O)O)(F)F.[N+](=O)([O-])C1=CC=C(C=N1)N1CC2(C1)CNC2 2-(6-nitropyridin-3-yl)-2,6-diazaspiro[3.3]heptane trifluoroacetate